BrC1=CC=C2C(=CC=NC2=C1OCCN(C)C)C1=CC=CC=C1 7-bromo-8-(2-(dimethylamino)ethoxy)-4-phenylquinolin